5-AMINO-2-METHOXYBENZALDEHYDE NC=1C=CC(=C(C=O)C1)OC